tert-butyl 4-[[2-fluoro-6-methoxy-4-(4,4,5,5-tetramethyl-1,3,2-dioxaborolan-2-yl)phenyl]methylene]piperidine-1-carboxylate FC1=C(C(=CC(=C1)B1OC(C(O1)(C)C)(C)C)OC)C=C1CCN(CC1)C(=O)OC(C)(C)C